C1OCC12N(CCC2)C=O (2-oxa-5-azaspiro[3.4]oct-5-yl)methanone